C1(CC1)C1=NC=NC(=C1C1=NC=C(C(=N1)CC1=CC=C(C=C1)C=1N(C=C(N1)C(F)(F)F)C([2H])([2H])[2H])OC)OC 4'-cyclopropyl-5,6'-dimethoxy-4-(4-(1-(methyl-d3)-4-(trifluoromethyl)-1H-imidazol-2-yl)benzyl)-2,5'-bipyrimidine